C(C(=C)C)(=O)OCC(=O)OC12CC3CC(CC(C1)C3)C2 adamantyloxycarbonylmethyl methacrylate